7-nitro-1,2,4,5-tetrahydrobenzo[d]oxazepine [N+](=O)([O-])C1=CC2=C(CNOCC2)C=C1